2-methyl-3,6,7,8-tetrahydro-4H-pyrrolo[3,4-g]quinazolin-4-one CC1=NC2=CC3=C(C=C2C(N1)=O)CNC3